BrC1=CC2=C(NCC3=C(CCO2)C=CC=C3F)N=C1Cl 3-Bromo-2-chloro-11-fluoro-6,7,12,13-tetrahydropyrido[2,3-c][5,2]benzoxazonine